CC1=NOC(=C1C1=CC=C2C(=N1)NC=C2C2=NC(=NC=C2C(F)(F)F)N[C@@H]2[C@H](CC2)N(C(OCC2=CC=CC=C2)=O)CC)C benzyl N-[(1S,2S)-2-[[4-[6-(3,5-dimethylisoxazol-4-yl)-1H-pyrrolo[2,3-b]pyridin-3-yl]-5-(trifluoromethyl) pyrimidin-2-yl] amino] cyclobutyl]-N-ethyl-carbamate